Cl.NCC1=C(C=C(C=C1)C1=NC=NN2C1=CC(=C2)CCCCC2=CC=C(C=C2)C2=CC=C(C=C2)N2C(CCCC2=O)=O)C [4-[4-[4-[4-[4-(aminomethyl)-3-methyl-phenyl]pyrrolo[2,1-f][1,2,4]triazin-6-yl]butyl]phenyl]phenyl]piperidine-2,6-dione HCl salt